P(=O)(OC1=CC=C(C=C1)[N+](=O)[O-])([O-])[O-] p-nitrophenyl phosphat